FC=1C=C(C=NC1)N1C[C@H](CCC1)NC(OCCCC)=O butyl N-[(3S)-1-(5-fluoropyridin-3-yl)piperidin-3-yl]carbamate